CNC1=C(C(N(C2=NC(=CC=C12)C(F)(F)F)C1=CC=CC=C1)=O)N1N=CC=C1 4-(methylamino)-1-phenyl-3-(1H-pyrazol-1-yl)-7-(trifluoromethyl)-1,8-naphthyridin-2(1H)-one